2-(4-(5-Fluoro-4-(methoxymethoxy)pyrimidin-2-yl)cyclohex-3-en-1-yl)acetaldehyde FC=1C(=NC(=NC1)C1=CCC(CC1)CC=O)OCOC